NCC(=O)NC1=C(C=CC=C1)/N=C/1\C=C(OC2=C1C=CC=C2N)C2=CC1=C(OCO1)C=C2 (E)-2-amino-N-(2-((8-amino-2-(benzo[d][1,3]dioxol-5-yl)-4H-benzopyran-4-ylidene)amino)phenyl)acetamide